CCCCCCCCCCCCCC(=O)C(C(C(C(=O)CCCCCCCCCCCCC)O)O)O dimyristoylglycerol